OC1=C(C=C(C(=O)O)C(=C1O)O)C(=O)O 4,5,6-trihydroxyisophthalic acid